(2R,3S)-2-(4-(cyclopentylamino)phenyl)-N-(4-methyl-3-(trifluoro-methyl)phenyl)-1-((perfluorophenyl)sulfonyl)piperidine-3-carboxamide C1(CCCC1)NC1=CC=C(C=C1)[C@@H]1N(CCC[C@@H]1C(=O)NC1=CC(=C(C=C1)C)C(F)(F)F)S(=O)(=O)C1=C(C(=C(C(=C1F)F)F)F)F